N[C@@H](CCC(=O)N[C@@H](C(C)C)C(=O)NCC(=O)O)C(=O)O γ-glutamyl-valylglycine